1-allyl-3-methylimidazolium bis(trifluoromethylsulfonyl)imide salt [N-](S(=O)(=O)C(F)(F)F)S(=O)(=O)C(F)(F)F.C(C=C)N1C=[N+](C=C1)C